4-{5-[4-(4-methanesulfonylpiperazin-1-yl)-phenyl]-8-oxo-6-thioxo-5,7-diazaspiro[3.4]oct-7-yl}-2-trifluoromethylbenzonitrile CS(=O)(=O)N1CCN(CC1)C1=CC=C(C=C1)N1C2(CCC2)C(N(C1=S)C1=CC(=C(C#N)C=C1)C(F)(F)F)=O